CC1(CCNCC1)OC1=C2C=NNC2=CC(=C1)C1=CC=C(C=C1)O 4-(4-((4-methylpiperidin-4-yl)oxy)-1H-indazol-6-yl)phenol